FC(OC=1C=CC(=NC1)C=1C=C2C=C(C(N(C2=NC1)CC1=CC=C(C=C1)F)=O)C(=O)O)F 6-(5-(difluoromethoxy)pyridin-2-yl)-1-(4-fluorophenylmethyl)-2-oxo-1,2-dihydro-1,8-naphthyridine-3-carboxylic acid